C(C)(C)(C)OC(=O)C1CN(CC1)C1=CC=C(C=C1)C1=N[C@H](C=2N(C3=C1C(=C(S3)C)C)C(=NN2)C)CC(=O)OC 1-{4-[(6S)-6-(2-methoxy-2-oxoethyl)-2,3,9-trimethyl-6H-thieno[3,2-f][1,2,4]triazolo[4,3-a][1,4]diazepin-4-yl]phenyl}pyrrolidine-3-carboxylic acid tert-butyl ester